ClC1=CC2=C(N(C(N=C2N2[C@H](CN([C@@H](C2)C)C(C=C)=O)C)=O)C=2C(=NC=CC2CN(C(C)C)CC)C(C)C)N=C1C1=C(C=CC=C1)C(C)C 6-Chloro-4-[(2S,5R)-2,5-dimethyl-4-prop-2-enoyl-piperazin-1-yl]-1-[4-[[ethyl(isopropyl)amino]methyl]-2-isopropyl-3-pyridyl]-7-(2-isopropylphenyl)pyrido[2,3-d]pyrimidin-2-one